[K].[Na].[Na] disodium monopotassium salt